C(#N)C(CNC=1C(=CC=C2C=CC(=CC12)C=1N=C(SC1)C(=O)NC1CCC(CC1)N(C)CCOC)OC)=C 4-{8-[(2-cyano-2-methylideneethyl)amino]-7-methoxynaphthalen-2-yl}-N-[(1r,4r)-4-[(2-methoxyethyl)(methyl)amino]cyclohexyl]-1,3-thiazole-2-carboxamide